Cl.N[C@H](C(=O)OCC(=O)NC(C)(C)C)CC1=CC(=CC=C1)S(=O)(=O)N1CC(C1)(C1=CC=CC=C1)OC1=CC(=CC=C1)F 2-(tert-Butylamino)-2-oxoethyl (2S)-2-amino-3-{3-[3-(3-fluorophenoxy)-3-phenylazetidin-1-sulfonyl]phenyl}propanoate monohydrochloride